6-(3-isopropyl-5-(1-(oxetan-3-yl)piperidin-4-yl)-1H-indol-2-yl)-8-methylquinoline C(C)(C)C1=C(NC2=CC=C(C=C12)C1CCN(CC1)C1COC1)C=1C=C2C=CC=NC2=C(C1)C